NC1=C(C=C(CC2=NC=C(C(=N2)C)C(=O)N)C=C1I)F (4-amino-3-fluoro-5-iodobenzyl)-4-methylpyrimidine-5-carboxamide